(R)-2-((tert-butoxycarbonyl)amino)propyl (2S,3R)-3-((R)-2-((tert-butoxy carbonyl)amino)propoxy)-2-methylnonanoate C(C)(C)(C)OC(=O)N[C@@H](CO[C@@H]([C@@H](C(=O)OC[C@@H](C)NC(=O)OC(C)(C)C)C)CCCCCC)C